5-[5-[(1S,2R)-2-isopropylcyclopropyl]-6-methyl-pyridazin-3-yl]-1H-pyrimidine-2,4-dione C(C)(C)[C@@H]1[C@H](C1)C=1C=C(N=NC1C)C=1C(NC(NC1)=O)=O